CN1N=CC(=C1)N1N=CC2=CC=C(C=C12)N 1-(1-Methyl-1H-pyrazol-4-yl)-1H-indazol-6-amine